NC1=NC=C2N(C(N(C2=N1)[C@@H]1O[C@@H]([C@H]([C@H]1O)F)CO)=O)CCC#N 3-(2-amino-9-((2R,3S,4S,5R)-4-fluoro-3-hydroxy-5-(hydroxymethyl)tetrahydrofuran-2-yl)-8-oxo-8,9-dihydro-7H-purin-7-yl)propionitrile